3-aminopropyl-tris-(methoxyethoxyethoxy)silane NCCC[Si](OCCOCCOC)(OCCOCCOC)OCCOCCOC